BrC=1C=C2C(=NN(C2=CC1)C)C(=O)N(C)OC 5-bromo-N-methoxy-N,1-dimethyl-1H-indazole-3-carboxamide